C(C)(=O)[C@@]1([C@@H](O[C@@H]([C@]1(O)C(C)=O)C(O)C(C)=O)N1C=NC=2C(=O)NC(N)=NC12)O 2',3',5'-triacetylguanosine